(S)-2-((1-(2-(bis(3,5-dichlorophenyl)methyl)-2-methylhydrazineyl)-1-oxopropan-2-yl)carbamoyl)-4-methoxypyridin-3-yl ethyl carbonate C(OC=1C(=NC=CC1OC)C(N[C@H](C(=O)NN(C)C(C1=CC(=CC(=C1)Cl)Cl)C1=CC(=CC(=C1)Cl)Cl)C)=O)(OCC)=O